ClC(C1=CC(=C(C(=O)[O-])C=C1)C)=NO 4-[chloro (hydroxyimino) methyl]-2-methylbenzoate